FC(S(=O)(=O)OC=1C=2C(N(C(C1)=O)CC1=CC(=C(C=C1)OC)OC)=CN(N2)C2OCCCC2)(F)F 4-(3,4-dimethoxybenzyl)-5-oxo-2-(tetrahydro-2H-pyran-2-yl)-4,5-dihydro-2H-pyrazolo[4,3-b]pyridin-7-yl trifluoromethanesulfonate